C[Si](OCCOC(C(=C)C)=O)(OCCOC(C(=C)C)=O)OCCOC(C(=C)C)=O methyl-tris(methacryloxyethoxy)silane